C(C1=CC=CC=C1)OCCNC(COC1=CC=C2C(=NN(C2=C1)C)C1C(NC(CC1)=O)=O)=O N-(2-(benzyloxy)ethyl)-2-((3-(2,6-dioxopiperidin-3-yl)-1-methyl-1H-indazol-6-yl)oxy)acetamide